C(=O)C1=C(OCC2=CC=C(C=C2)C2=NC=C(C(=O)O)C=C2)C=CC=C1 6-(4-((2-formylphenoxy)methyl)phenyl)nicotinic acid